2-allyl-1-[6-(4-piperidyloxy)-2-pyridyl]-6-(3-pyridylamino)-1,2-dihydro-3H-1,2,5,7-tetraazainden-3-one C(C=C)N1N(C2=NC(=NC=C2C1=O)NC=1C=NC=CC1)C1=NC(=CC=C1)OC1CCNCC1